Cl.N[C@@H](C(=O)NC1CCC(CC1)N1N=C(C=2C1=NC=NC2N)C2=CC=C(C=C2)OC2=CC=CC=C2)CC(C)C (R)-2-amino-N-(4-(4-amino-3-(4-phenoxyphenyl)-1H-pyrazolo[3,4-d]pyrimidin-1-yl)cyclohexyl)-4-methylvaleramide hydrochloride